N-(4-((2',6'-difluoro-[1,1'-biphenyl]-3-yl)amino)-7-(2-morpholinoethoxy)quinazolin-6-yl)acrylamide FC1=C(C(=CC=C1)F)C1=CC(=CC=C1)NC1=NC=NC2=CC(=C(C=C12)NC(C=C)=O)OCCN1CCOCC1